C1(=CC=CC=C1)NC(O[C@@H](C(F)(F)F)[C@]1(CN(CC1)C(C)(C)C=1C=NC(=CC1)C)CCC=1SC(=CC1)F)=O |o1:14| (R)-2,2,2-trifluoro-1-((R or S)-3-(2-(5-fluoro-thiophen-2-yl)ethyl)-1-(2-(6-methylpyridin-3-yl)propan-2-yl)pyrrolidin-3-yl)ethyl phenylcarbamate